1-METHYLNAPHTHALENE-2-BORONIC ACID CC1=C(C=CC2=CC=CC=C12)B(O)O